tert-butyl (2-(2-(3-((2-((5-cyclopropyl-1-methyl-1H-pyrazol-3-yl)carbamoyl)phenyl)amino)-3-oxopropoxy)ethoxy)ethyl)carbamate C1(CC1)C1=CC(=NN1C)NC(=O)C1=C(C=CC=C1)NC(CCOCCOCCNC(OC(C)(C)C)=O)=O